[Sb].[Sb] antimony-antimony